barium strontium barium [Ba].[Sr].[Ba]